OC1C(OCC(C1O)O)C(=O)N 3,4,5-trihydroxytetrahydro-2H-pyran-2-carboxamide